5-acetoxy-3-(2-(dimethylamino)-2-oxoethyl)-1H-indole-1-carboxylic acid tert-butyl ester C(C)(C)(C)OC(=O)N1C=C(C2=CC(=CC=C12)OC(C)=O)CC(=O)N(C)C